N1(C=NC=C1)C(=O)NC=1NC(=CC(N1)=O)CCC 2-(1-imidazolylcarbonylamino)-6-propyl-4[1H]pyrimidinone